FC(CC1N(CCN(C1)C1=C2C=NN(C2=CC(=C1)S(N=C1COC1)(=O)=O)C=1SC(=NN1)C(F)F)C(=O)NC)F (2,2-difluoroethyl)-4-{1-[5-(difluoromethyl)-1,3,4-thiadiazol-2-yl]-6-[(oxetan-3-ylidene)sulfamoyl]indazol-4-yl}-N-methylpiperazine-1-carboxamide